zinc (2-octyldodecyl) trifluoromethanesulfonate FC(S(=O)(=O)OCC(CCCCCCCCCC)CCCCCCCC)(F)F.[Zn]